FC=1C2(N(C3=CC=CC=C3C1)CC(C(N2)=O)(C)C)C2=CC(=CC=C2)[N+](=O)[O-] 5-Fluoro-2,2-dimethyl-4a-(3-nitrophenyl)-1,2,4,4a-tetrahydro-3H-pyrimido[1,2-a]quinolin-3-one